C1(CC1)C=1C=C2CN(C(C2=C(C1)C)=O)C1C(NC(CC1)=O)=O 3-(5-cyclopropyl-7-methyl-1-oxoisoindolin-2-yl)piperidine-2,6-dione